(aminomethyl)-4,6-dimethylpyridin-2(1H)-one trifluoroacetate FC(C(=O)O)(F)F.NCN1C(C=C(C=C1C)C)=O